CN1[C@@H](CCC1)COC=1N=C(C2=C(CN(CCC2)C2=C(C=CC=C2)C(F)(F)F)N1)N1C[C@@H](N(CC1)C(C=C)=O)CC#N 2-[(2S)-4-[2-[[(2S)-1-methylpyrrolidin-2-yl]methoxy]-8-[2-(trifluoromethyl)phenyl]-5,6,7,9-tetrahydropyrimido[4,5-c]azepin-4-yl]-1-prop-2-enoyl-piperazin-2-yl]acetonitrile